(2R)-N-((R or S)-(5-chloro-6-(trifluoromethyl)pyridin-3-yl)(2-(trifluoromethyl)thiazol-4-yl)methyl)-2-methyl-3-oxopiperazine-1-carboxamide ClC=1C=C(C=NC1C(F)(F)F)[C@@H](NC(=O)N1[C@@H](C(NCC1)=O)C)C=1N=C(SC1)C(F)(F)F |o1:11|